[K].CN1CC(CCC1)NS(=O)(=O)NC(NC1=C2CCCC2=CC=2CCCC12)=O 3-(N-(1-Methylpiperidin-3-yl)sulfamoyl)-1-(1,2,3,5,6,7-hexahydro-s-indacen-4-yl)urea, potassium salt